2-((6-(2-(((1-(azetidine-3-carbonyl)azetidin-3-yl)methyl)amino)pyrimidin-5-yl)-2-ethylimidazo[1,2-a]pyridin-3-yl)(methyl)amino)-4-(4-fluorophenyl)thiazole-5-carbonitrile N1CC(C1)C(=O)N1CC(C1)CNC1=NC=C(C=N1)C=1C=CC=2N(C1)C(=C(N2)CC)N(C=2SC(=C(N2)C2=CC=C(C=C2)F)C#N)C